N2-(2-(1-(Cyclopropylsulfonyl)-1H-pyrazol-4-yl)pyrimidin-4-yl)-N4-((1r,4r)-4-fluorocyclohexyl)-5-(1-methyl-5-(trifluoromethyl)-1H-pyrazol-3-yl)pyridine-2,4-diamine C1(CC1)S(=O)(=O)N1N=CC(=C1)C1=NC=CC(=N1)NC1=NC=C(C(=C1)NC1CCC(CC1)F)C1=NN(C(=C1)C(F)(F)F)C